Ethyl 1-(3-(difluoromethoxy)-5-((R*)-3,3,3-trifluoro-2-methylpropyl)pyridin-2-yl)-2-ethyl-5-methyl-1H-imidazole-4-carboxylate FC(OC=1C(=NC=C(C1)C[C@H](C(F)(F)F)C)N1C(=NC(=C1C)C(=O)OCC)CC)F |o1:10|